1-(trifluoromethyl)cyclopropylamine FC(C1(CC1)N)(F)F